5-(2,2-dimethylpiperazin-1-yl)-2,3-dihydro-1,4-benzodioxine CC1(N(CCNC1)C1=CC=CC=2OCCOC21)C